1-methylcyclopentene oxide CC12C(CCC1)O2